3-(difluoromethoxy)pyrrolidine FC(OC1CNCC1)F